(3-amino-6-(2-hydroxyphenyl)pyridazin-4-yl)-4-phenylpiperidin NC=1N=NC(=CC1N1CCC(CC1)C1=CC=CC=C1)C1=C(C=CC=C1)O